phenyl-6H-1,3-thiazin-2-amine C1(=CC=CC=C1)C=1N=C(SCC1)N